FC(CN1N=NC2=C1C=C(C=C2)C=2C(=CN1N=C(N=C(C12)OC([2H])([2H])[2H])N[C@H]1[C@@H](CN(CC1)C1COC1)F)F)F 5-(1-(2,2-difluoroethyl)-1H-benzo[d][1,2,3]triazol-6-yl)-6-fluoro-N-((3R,4R)-3-fluoro-1-(oxetan-3-yl)piperidin-4-yl)-4-(methoxy-d3)pyrrolo[2,1-f][1,2,4]triazin-2-amine